C[C@H]1CC([C@@H]2[C@H](CC[C@H](C[C@@H]12)C(=C)C)C)=O (3S,3aS,5R,8S,8aR)-3,8-Dimethyl-5-(prop-1-en-2-yl)octahydroazulen-1(2H)-on